ClC1=C(C(=CC=2C(CCCC12)C=1C=C2C(=NC1)NN=C2)C#N)OCCC 4-chloro-3-propoxy-8-(1H-pyrazolo[3,4-b]pyridin-5-yl)-5,6,7,8-tetrahydronaphthalene-2-carbonitrile